ClC1=CC=C(C=C1)C=1N=C2N(C=CC=N2)C1CN1C2CN(C(C1)CC2)C(=O)C2CCCC2 (5-{[2-(4-chlorophenyl)imidazo[1,2-a]pyrimidin-3-yl]methyl}-2,5-diazabicyclo[2.2.2]oct-2-yl)(cyclopentyl)methanone